BrC1=CN2C(S1)=C(C=N2)C(=O)NC=2C(=NC=C(C2)NC(CCN2C(CCC2)(C)C)=O)C 2-bromo-N-(5-(3-(2,2-dimethylpyrrolidin-1-yl)propanamido)-2-methylpyridin-3-yl)pyrazolo[5,1-b]thiazole-7-carboxamide